2-(4-((2-(azidomethyl)-4-methylthiazol-5-yl)oxy)-3-fluorophenyl)-4-(2,6-difluorobenzyl)-2,4-dihydro-3H-1,2,4-triazol-3-one N(=[N+]=[N-])CC=1SC(=C(N1)C)OC1=C(C=C(C=C1)N1N=CN(C1=O)CC1=C(C=CC=C1F)F)F